N-(2-ethylhexyl)-2-formyl-3-hydroxypyridin-4-one C(C)C(CN1C(=C(C(C=C1)=O)O)C=O)CCCC